C(C#CC)OCCOC=1C=C(OC(C(=O)OCC)(C)C)C=CC1CN1CCN(CC1)CC1=CC=C(C=C1)C(F)(F)F Ethyl 2-(3-(2-(but-2-yn-1-yloxy) ethoxy)-4-((4-(4-(trifluoromethyl) benzyl) piperazin-1-yl) methyl) phenoxy)-2-methylpropionate